FC(C(=O)O)(F)F.ClC1=C(C=CC(=C1)[N+](=O)[O-])N1CCC2(CC(C2)N)CC1 7-(2-chloro-4-nitrophenyl)-7-azaspiro[3.5]nonan-2-amine trifluoroacetate